O=C1N(C(C2=CC=CC=C12)=O)CC1CCC=2C(=C(NC2C1)C=O)C 6-[(1,3-dioxoisoindol-2-yl)methyl]-3-methyl-4,5,6,7-tetrahydro-1H-indole-2-carbaldehyde